FC(C(C=C)(C=C)O)(F)F 3-trifluoromethyl-penta-1,4-dien-3-ol